phosphoric acid (orthophosphate) P(=O)(O)(O)O.P(O)(O)(O)=O